O=C1NC(CCC1C1=NOC2=C1C=CC(=C2OS(=O)(=O)F)C2CCN(CC2)C(=O)OC(C)(C)C)=O tert-butyl 4-[3-(2,6-dioxo-3-piperidyl)-7-fluorosulfonyloxy-1,2-benzoxazol-6-yl]piperidine-1-carboxylate